N1C(C=CC=C1)=O.[Pb] lead pyridone